8-(8-fluoro-2,6-diazaspiro[3.4]oct-2-yl)-6-methyl-N-(1-(methylsulfonyl)piperidin-4-yl)pyrido[3,4-d]pyrimidin-2-amine FC1CNCC12CN(C2)C2=NC(=CC1=C2N=C(N=C1)NC1CCN(CC1)S(=O)(=O)C)C